ClC1=CN=C2N1C=C(C=N2)C=2C=CN1N=C(N=CC12)N[C@@H]1CC[C@@H](CC1)N1CCOCC1 5-(3-chloroimidazo[1,2-a]pyrimidin-6-yl)-N-(cis-4-morpholinocyclohexyl)pyrrolo[2,1-f][1,2,4]triazin-2-amine